CC1=C(O\C(\C(=O)OC)=C/OC)C=C(C=C1)\C(\C)=N\OCC1=CC(=CC=C1)C methyl (2Z)-2-(2-methyl-5-{(1E)-N-[(3-methylphenyl)methoxy]ethanimidoyl}phenoxy)-3-methoxy-2-propenoate